S1C=[NH+]C=C1 THIAZOL-3-IUM